C(CCC)OC(C(CC(=O)C1=C(C=CC=C1)N)N)=O 2-amino-4-(2-aminophenyl)-4-oxobutanoic acid butyl ester